(3-(4-(tert-butyl)pyridin-2-yl)phenyl)-2-nitro-9H-carbazole C(C)(C)(C)C1=CC(=NC=C1)C=1C=C(C=CC1)C1=C(C=CC=2C3=CC=CC=C3NC12)[N+](=O)[O-]